1-((4-((2S,3S)-3-hydroxy-2-methylazetidine-1-carbonyl)oxazol-2-yl)methyl)-4-(1-((2-(trimethylsilyl)ethoxy)methyl)-1H-pyrazol-4-yl)pyridin-2(1H)-one O[C@@H]1[C@@H](N(C1)C(=O)C=1N=C(OC1)CN1C(C=C(C=C1)C=1C=NN(C1)COCC[Si](C)(C)C)=O)C